trans-N-[3,5-difluoro-4-[(1S,3R)-3-Methyl-2-(2,2,2-trifluoroethyl)-2,3,4,9-tetrahydro-1H-pyrido[3,4-b]Indol-1-yl]phenyl]-1-(3-fluoropropyl)-4-methyl-pyrrolidin-3-amine FC=1C=C(C=C(C1[C@@H]1N([C@@H](CC2=C1NC1=CC=CC=C21)C)CC(F)(F)F)F)N[C@@H]2CN(C[C@H]2C)CCCF